N-(6-(3-((2,4-dichlorophenyl)sulfonamido)-2,6-difluorophenyl)quinazolin-2-yl)pivalamide ClC1=C(C=CC(=C1)Cl)S(=O)(=O)NC=1C(=C(C(=CC1)F)C=1C=C2C=NC(=NC2=CC1)NC(C(C)(C)C)=O)F